1-(3,3-difluoro-1-methyl-cyclobutyl)-3-(3-trifluoromethyl-benzyl)-urea FC1(CC(C1)(C)NC(=O)NCC1=CC(=CC=C1)C(F)(F)F)F